OC1(CC(C(=O)N)=CC=C1)C(=O)NC=1C=CC=C2C=CC=NC12 M-hydroxy-N3-(quinolin-8-yl)isophthalamide